C1(=CC=C(C=C1)C[C@@H](CI)O)C1=CC=CC=C1 (S)-1-([1,1'-biphenyl]-4-yl)-3-iodopropan-2-ol